octyl-3-methylimidazole C(CCCCCCC)C1=NC=CN1C